N-(3-chlorophenyl)-N-((5-(5-(difluoromethyl)-1,3,4-oxadiazol-2-yl)thiazol-2-yl)methyl)morpholine-4-sulfonamide ClC=1C=C(C=CC1)N(S(=O)(=O)N1CCOCC1)CC=1SC(=CN1)C=1OC(=NN1)C(F)F